2-[4-[3-[(4-cyano-2-fluoro-phenyl)methoxy]pyrazol-1-yl]-2,5-difluoro-phenyl]acetic acid C(#N)C1=CC(=C(C=C1)COC1=NN(C=C1)C1=CC(=C(C=C1F)CC(=O)O)F)F